P(=O)(OOCCC#N)(OOCCNCCOCC(Cl)(Cl)Cl)OCC(COC(CCCCCCCCCCCCC)=O)OC(CCCCCCCCCCCCC)=O (2-cyanoethoxy) (trichloroethoxyethylaminoethoxy) (2,3-dimyristoyloxypropyl) phosphate